(+)-2-(5-(((5-cyclopropyl-7-(3,3-difluorocyclohexyl)-5H-pyrrolo[3,2-d]pyrimidin-2-yl)thio)methyl)-2-fluorophenyl)acetic acid C1(CC1)N1C=C(C=2N=C(N=CC21)SCC=2C=CC(=C(C2)CC(=O)O)F)C2CC(CCC2)(F)F